CC=1C=C(C(=O)NC=2SC3=C(N2)C=CC(=C3)C(=O)O)C=CN1 2-(2-methylisonicotinamido)benzo[d]thiazole-6-carboxylic acid